3-hydroxy-4-(3,5,7-trihydroxy-4-oxo-4H-chromen-2-yl)phenolate OC=1C=C(C=CC1C=1OC2=CC(=CC(=C2C(C1O)=O)O)O)[O-]